CC=1N=C(N=NC1)SC 5-Methyl-3-methylsulfanyl-1,2,4-triazine